tert-octyl 2-ethylhexyl ether C(C)C(COC(C)(C)CC(C)(C)C)CCCC